FC1=C(C=C(C=C1C)C1=CC=CC=C1)/C(/O)=N/NS(=O)(=O)C1=CC(=CC=C1)O (Z)-4-fluoro-N-((3-hydroxyphenyl)sulfonyl)-5-methyl-[1,1-biphenyl]-3-carbohydrazonic acid